C(CC)(=O)OC1=C2C(=C(NC2=CC=C1)Cl)CCN(C)C 2-chloro-3-[2-(dimethylamino)ethyl]-1H-indol-4-yl propionate